N5-(6-Ethoxy-2-(3-(2-(3-methylmorpholino)ethoxy)phenyl)quinazolin-4-yl)pyridine-2,5-diamine C(C)OC=1C=C2C(=NC(=NC2=CC1)C1=CC(=CC=C1)OCCN1C(COCC1)C)NC=1C=CC(=NC1)N